C(C)(C)(C)OC(=O)N1CC(C2=C1C=NC=1N2N=C(C1)F)(C(F)(F)F)C 2-fluoro-8-methyl-8-(trifluoromethyl)-7,8-dihydro-6H-pyrazolo[1,5-a]pyrrolo[2,3-e]pyrimidine-6-carboxylic acid tert-butyl ester